N-t-Butoxycarbonyl-L-glutamic acid CC(C)(C)OC(=O)N[C@@H](CCC(=O)O)C(=O)O